n-methoxy-8-(5-methoxy-1H-indol-2-yl)-6-carbonyl-5-oxaspiro[3.4]oct-7-ene-7-carboxamide CONC(=O)C=1C(OC2(CCC2)C1C=1NC2=CC=C(C=C2C1)OC)=C=O